N1,N4-Di-2,3-butadienyl-1,4-butanediamine dihydrochloride Cl.Cl.C(C=C=C)NCCCCNCC=C=C